tert-butyl (3S,5S)-3-[[4-[4-[(6-bromo-5-methyl-3-pyridyl)oxy]-2-methyl-thiazol-5-yl]pyrimidin-2-yl]amino]-5-fluoro-piperidine-1-carboxylate BrC1=C(C=C(C=N1)OC=1N=C(SC1C1=NC(=NC=C1)N[C@@H]1CN(C[C@H](C1)F)C(=O)OC(C)(C)C)C)C